C(C)(C)(C)OC(=O)C=1C=NN(C1)CCCCCCCC#C (non-8-yn-1-yl)-1H-pyrazole-4-carboxylic acid tert-butyl ester